N-(2-ethylhexyl)-2-cyano-3-benzyloxypyridin-4-one C(C)C(CN1C(=C(C(C=C1)=O)OCC1=CC=CC=C1)C#N)CCCC